4-[6-(2-cyclohexylethoxy)-3-pyridinyl]tetrahydropyran-4-carboxylic acid methyl ester COC(=O)C1(CCOCC1)C=1C=NC(=CC1)OCCC1CCCCC1